N-(1,1-Dimethylsilacyclohexane-4-yl)-2-(4-pyridinyl)-4H-pyrrolo[2,3-d]thiazole-5-carboxamide C[Si]1(CCC(CC1)NC(=O)C1=CC2=C(N=C(S2)C2=CC=NC=C2)N1)C